5-Bromo-2-chloro-7-((2-(trimethylsilyl)ethoxy)methyl)-7H-pyrrolo[2,3-d]pyrimidine BrC1=CN(C=2N=C(N=CC21)Cl)COCC[Si](C)(C)C